CC1=C(C=NC(=C1)C)CNC(=O)C1=CN=C(S1)N1CCC(CC1)N1C[C@@H](CCC1)C N-[(4,6-dimethylpyridin-3-yl)methyl]-2-[(3R)-3-methyl-[1,4'-bipiperidine]-1'-yl]-1,3-thiazole-5-carboxamide